(naphthylphenyl)anthracene-d8 C1(=CC=CC2=CC=CC=C12)C1=C(C=CC=C1)C1=C(C(=C(C2=C(C=3C(=C(C(=C(C3C=C12)[2H])[2H])[2H])[2H])[2H])[2H])[2H])[2H]